4-((4-(Thieno[3,2-d]pyrimidin-4-yloxy)piperidin-1-yl)sulfonyl)phenol N1=CN=C(C2=C1C=CS2)OC2CCN(CC2)S(=O)(=O)C2=CC=C(C=C2)O